C1(CC1)C[C@@H](C1=CC=C(C=C1)[C@H](C)NC(C(F)(F)F)=O)OC(=O)N1CCNCC1 (S)-2-cyclopropyl-1-(4-((S)-1-(2,2,2-trifluoroacetamido)ethyl)phenyl)ethylpiperazine-1-carboxylate